C1(C=CC(N1C=1C=C(C=CC1)B(O)O)=O)=O 3-MALEIMIDOPHENYL-BORONIC ACID